methyl 8-(3,8-diazabicyclo[3.2.1]octan-3-yl)quinoxaline-5-carboxylate C12CN(CC(CC1)N2)C2=CC=C(C=1N=CC=NC21)C(=O)OC